OC=1C=C2C=CC(=CC2=CC1)CCC(=O)O 3-(6-Hydroxy-2-naphthyl)propionic acid